isothiazol-5-one 1,1-dioxide S1(NC=CC1=O)(=O)=O